[Zr].[Sc].[Co].C1(CC1)C=1C=C(C=CC1)C=1C=CC(=NC1)NC(=O)C=1C=NC(=NC1)O N-[5-(3-cyclopropylphenyl)pyridin-2-yl]-2-hydroxypyrimidine-5-carboxamide Cobalt scandium zirconium